[C@H]1(CCCC2=CC=CC=C12)NC(=O)[C@@H]1C[C@@H](CN1)NC(OCC1C2=CC=CC=C2C=2C=CC=CC12)=O (9H-fluoren-9-yl)methyl ((3S,5S)-5-(((R)-1,2,3,4-tetrahydronaphthalen-1-yl)carbamoyl)pyrrolidin-3-yl)carbamate